N12C=CCCCCCC2NCCC1 1,10-diazabicyclo(7.4.0)tridecene